NC\C=C(\CN1N=NC2=C1C=C(C=C2C2=CC(=CC=C2)S(NCC2=CC=C(C=C2)OC)(=O)=O)C(=O)OC)/F methyl (Z)-1-(4-amino-2-fluorobut-2-en-1-yl)-4-(3-(N-(4-methoxybenzyl)sulfamoyl)phenyl)-1H-benzo[d][1,2,3]triazol-6-carboxylate